2,3-dihydropyrido[3,4-d]pyrimidin-4(1H)-one N1CNC(C2=C1C=NC=C2)=O